4-methyl-2-(trimethylsilyl)-1-(2-(trimethylsilyl)phenyl)-1H-indole CC1=C2C=C(N(C2=CC=C1)C1=C(C=CC=C1)[Si](C)(C)C)[Si](C)(C)C